OC1(CC1)C1=CN=C(S1)NC1=NC(=C2C=CC=NC2=C1)NC1CC2CCC(C1)N2CCC#N 3-((3-exo)-3-((7-((5-(1-hydroxycyclopropyl)thiazol-2-yl)amino)-1,6-naphthyridin-5-yl)amino)-8-azabicyclo[3.2.1]octan-8-yl)propionitrile